C1=C(C=CC2=CC=CC=C12)S(=O)(=O)N1CCC2=CC(=CC=C12)[C@H]1[C@@H](C1)NCC1CCNCC1 trans-2-(1-(Naphthalen-2-ylsulfonyl)indolin-5-yl)-N-(piperidin-4-ylmethyl)cyclopropylamine